C(C(C)C)N1C=C(C=2C1=NC(=CC2)C#N)C2=CC=NC=C2 1-isobutyl-3-(pyridin-4-yl)-1H-pyrrolo[2,3-b]pyridine-6-carbonitrile